Cl.COC(=O)[C@@H]1[C@@H](NCCC1)C(=O)O cis-3-(methoxycarbonyl)piperidine-2-carboxylic acid hydrochloride